P(O)(O)=O.C(C)(C)(C)C=1C=C(C[Ca]CC)C=C(C1)C(C)(C)C (3,5-di-tert-butyl-benzyl)ethyl-calcium phosphonate